tert-butyl 7-bromo-5-(methoxymethyl)thieno[3,2-b]pyridine-3-carboxylate BrC1=C2C(=NC(=C1)COC)C(=CS2)C(=O)OC(C)(C)C